tert-butyl (S,E)-(5-(2-cyano-4-(2-(1-ethyl-3-(trifluoromethyl)-1H-pyrazol-4-yl)phenyl)-4,7-dihydrothieno[2,3-c]pyridin-6(5H)-yl)-2-methyl-5-oxopent-3-en-2-yl)carbamate C(#N)C1=CC2=C(CN(C[C@H]2C2=C(C=CC=C2)C=2C(=NN(C2)CC)C(F)(F)F)C(/C=C/C(C)(C)NC(OC(C)(C)C)=O)=O)S1